C(C)(=O)N1CCN(CC1)C(=O)C1=NN=C(S1)C=1C(=CC(=NC1)C1=CC=C2N1N=CC(=C2)C#N)NC(C)C 7-(5-(5-(4-acetylpiperazine-1-carbonyl)-1,3,4-thiadiazol-2-yl)-4-(isopropylamino)pyridin-2-yl)pyrrolo[1,2-b]pyridazine-3-carbonitrile